N-(cyclohexylmethyl)undecane-1,11-diamine C1(CCCCC1)CNCCCCCCCCCCCN